N-(4-fluoro-3-methylphenyl)-1,2,4-trimethyl-5-(2-((4-methyl-1-(pyrimidin-2-yl)piperidin-4-yl)amino)-2-oxoacetyl)-1H-pyrrole-3-carboxamide FC1=C(C=C(C=C1)NC(=O)C1=C(N(C(=C1C)C(C(=O)NC1(CCN(CC1)C1=NC=CC=N1)C)=O)C)C)C